5-(5,7-dichloro-6-(2-chloroethoxy)-3,4-dihydronaphthalen-1-yl)-1H-benzo[d][1,2,3]triazole ClC1=C2CCC=C(C2=CC(=C1OCCCl)Cl)C1=CC2=C(NN=N2)C=C1